C1(CC1)C=1NC2=CC(=CC(=C2C1C=O)F)F 2-CYCLOPROPYL-4,6-DIFLUORO-1H-INDOLE-3-CARBOXALDEHYDE